C1(CC1)C1=CC=C(C=C1)N1N=CC2=CC=C(C=C12)C(=O)NC1CCNCC1 1-(4-cyclopropylphenyl)-N-(piperidin-4-yl)-1H-indazole-6-carboxamide